1-[1-(hydroxymethyl)cyclopropyl]pyrrole-3-carboxylic acid OCC1(CC1)N1C=C(C=C1)C(=O)O